C1=CC=C2C(=C1)C(=CN2)CC(=O)O Beta-indoleacetic acid